N-[[6-(1,1-Dimethylbutoxy)-2-pyridyl]sulfonyl]-2-(2,2,4-trimethylpyrrolidin-1-yl)pyridin-3-carboxamid CC(CCC)(OC1=CC=CC(=N1)S(=O)(=O)NC(=O)C=1C(=NC=CC1)N1C(CC(C1)C)(C)C)C